[Cl-].C(CCCCCCCCCCCCCCC)(=O)OC(COP(OCC[N+]1(CCCCC1)C)OCCC#N)COC(CCCCCCCCCCCCCCC)=O 1-(2-(((2,3-Bis(palmitoyloxy)propoxy)(2-cyanoethoxy)phosphanyl)oxy)ethyl)-1-methylpiperidin-1-ium Chloride